COC1=C(C=CC(=C1)OC)C(C(=O)NC=1C=CC2=C(S(C=C2)(=O)=O)C1)=C 2-(2,4-dimethoxyphenyl)-N-(1,1-dioxidobenzo[b]thiophen-6-yl)acrylamide